[Ru](=O)(=O)(=O)[O-] Perruthenate